COC(C(C(C)(C)C)NC(=O)C1=NN(C2=CC=CC=C12)CCCCCF)=O 3,3-dimethyl-2-[1-(5-fluoropentyl)indazole-3-carboxamido]butanoic acid methyl ester